N[C@]1(CN(CCC1)C=1C=NC(=CC1CN1C2=NC=NC(=C2N=C1)N)C1=C(C=C(C=C1)F)OC)[C@@H](C(F)F)O (S)-1-((R)-3-amino-1-(4-((6-amino-9H-purin-9-yl)methyl)-6-(4-fluoro-2-methoxyphenyl)pyridin-3-yl)piperidin-3-yl)-2,2-difluoroethan-1-ol